4-(6-(6-(difluoromethyl)imidazo[1,2-b]pyridazin-3-yl)pyrimidin-4-yl)-8-(methylsulfonyl)-1-oxa-4,8-diazaspiro[5.5]undecane FC(C=1C=CC=2N(N1)C(=CN2)C2=CC(=NC=N2)N2CCOC1(C2)CN(CCC1)S(=O)(=O)C)F